N,N'-(5-Amino-3-iminopyridin-2,6(1H,3H)-diyliden)bis[6,7-dimethyl-2-(propan-2-yloxy)-pyrazolo[1,5-a]pyridin-3-amin] NC1=CC(C(NC1=NC=1C(=NN2C1C=CC(=C2C)C)OC(C)C)=NC=2C(=NN1C2C=CC(=C1C)C)OC(C)C)=N